(S)-N-{1-[3-(6-Chloro-pyridin-3-yl)-phenyl]-ethyl}-3-pyridin-4-yl-acrylamide ClC1=CC=C(C=N1)C=1C=C(C=CC1)[C@H](C)NC(C=CC1=CC=NC=C1)=O